CC1=CN=C(N=N1)NCC(CCC)O ((6-methyl-1,2,4-triazin-3-yl)amino)methyl-butan-1-ol